COC=1C(=C(N)C(=CC1)[N+](=O)[O-])C(F)(F)F 3-methoxy-6-nitro-2-(trifluoromethyl)aniline